6-[(3R)-3-methylmorpholin-4-yl]-2-(methylsulfanyl)pyrimidin-4-amine C[C@H]1N(CCOC1)C1=CC(=NC(=N1)SC)N